1-methyl-butylimidazole hydrogen sulfate S(=O)(=O)(O)O.CC(CCC)C=1NC=CN1